C(=O)(O)[C@H](CC(=O)C1=CC2=C(S1)C(=C(C(=C2F)OCCCOC2=C(C(=C1CN(CC1=C2)C(C[C@@H](C(=O)O)C)=O)F)OC)OC)F)C (S)-4-(6-(3-((2-((S)-3-carboxybutanoyl)-4,7-difluoro-6-methoxy-benzo[b]thiophen-5-yl)oxy)propoxy)-4-fluoro-5-methoxyisoindolin-2-yl)-2-methyl-4-oxobutanoic acid